C[C@]1(CCC2=C1C=NC=C2N)N (R)-7-methyl-6,7-dihydro-5H-cyclopenta[c]pyridine-4,7-diamine